(R)-N-(3-(3-fluoro-phenyl)-3-(2-pyridyl)propyl)-phenylamine FC=1C=C(C=CC1)[C@@H](CCNC1=CC=CC=C1)C1=NC=CC=C1